C(C1=CC=CC=C1)OC1=CC(=C(C(=C1)O[Si](C)(C)C(C)(C)C)C(CCO[Si](C)(C)C(C)(C)C)(C)C)Br (3-(4-(benzyloxy)-2-bromo-6-((tert-butyldimethylsilyl)oxy)phenyl)-3-methylbutoxy)(tert-butyl)dimethylsilane